4-[4-hydroxybenzoyl]cinnamic acid OC1=CC=C(C(=O)C2=CC=C(C=CC(=O)O)C=C2)C=C1